COC=1C=C(C=CC1OC)/C=C/C(=O)N(CC1OCCC1)CC (E)-3-(3,4-dimethoxy-phenyl)-N-ethyl-N-(tetra-hydrofuran-2-yl-methyl)prop-2-enamide